2-(naphthalen-1-yl)-4,6-bis(trichloromethyl)sym-triazine C1(=CC=CC2=CC=CC=C12)C1=NC(=NC(=N1)C(Cl)(Cl)Cl)C(Cl)(Cl)Cl